COC1=NC(=CC(=N1)C(C)(C#CC=1C=NC=C(C1)[C@](C1=CC=C(C=C1)C(C)C)(O)C1(CN(C1)C)C)O)OC 2-(2,6-Dimethoxy-pyrimidin-4-yl)-4-{5-[(R)-(1,3-dimethyl-azetidin-3-yl)-hydroxy-(4-isopropyl-phenyl)-methyl]-pyridin-3-yl}-but-3-yn-2-ol